(1S,3R,4S)-4-amino-3-azido-cyclohexane-1-carboxylic acid ethyl ester C(C)OC(=O)[C@@H]1C[C@H]([C@H](CC1)N)N=[N+]=[N-]